tert-butyl-(1S,4S)-5-(4-amino-3-(difluoromethoxy)phenyl)-2,5-diazabicyclo[2.2.1]heptane-2-carboxylate C(C)(C)(C)OC(=O)N1[C@@H]2CN([C@H](C1)C2)C2=CC(=C(C=C2)N)OC(F)F